C(C)(C)(C)OC(=O)N1CC(OCC1)CN1C(C(=CC2=CC(=CC=C12)NC1=NC(=C(C=C1Cl)C#N)Cl)OCC(=O)NC)=O 2-((6-((3,6-Dichloro-5-cyanopyridin-2-yl)amino)-3-(2-(methylamino)-2-oxoethoxy)-2-oxoquinolin-1(2H)-yl)methyl)morpholine-4-carboxylic acid tert-butyl ester